myristylethyldimethylammonium C(CCCCCCCCCCCCC)[N+](C)(C)CC